BrC=1C(=NC=C(C1)OC(C)(C)C)Cl 3-bromo-5-(tert-butoxy)-2-chloropyridine